ethyl 3-((tert-butoxycarbonyl)amino)-2-oxopyrrolidine-3-carboxylate C(C)(C)(C)OC(=O)NC1(C(NCC1)=O)C(=O)OCC